methyl (2S)-2-[(tert-butoxycarbonyl)amino]-3-cyclopropyl-3-methylbutanoate C(C)(C)(C)OC(=O)N[C@H](C(=O)OC)C(C)(C)C1CC1